NC1=C(C=C(C(=C1)F)N1CCC(CC1)N1CC(N(CC1)C)=O)NC(OC(C)(C)C)=O tert-butyl (2-amino-4-fluoro-5-(4-(4-methyl-3-oxopiperazin-1-yl)piperidin-1-yl)phenyl)carbamate